tert-butyl (6aR,8R)-8-(benzyloxy)-2-chloro-6a-methyl-6a,7,8,9-tetrahydropyrrolo[1',2':4,5]pyrazino[2,3-c]pyridazine-5(6H)-carboxylate C(C1=CC=CC=C1)O[C@@H]1C[C@]2(N(C=3C(=NN=C(C3)Cl)N(C2)C(=O)OC(C)(C)C)C1)C